CC1(CC1)N1C(N(C2=C1C=CC(=C2)S(=O)(=O)N)C=2SC(=NN2)C)=O (1-methylcyclopropyl)-3-(5-methyl-1,3,4-thiadiazol-2-yl)-2-oxo-1H-benzoimidazole-5-sulfonamide